2-(1-oxo-2-phenethyl-1,2-dihydroisoquinolin-6-yl)benzonitrile O=C1N(C=CC2=CC(=CC=C12)C1=C(C#N)C=CC=C1)CCC1=CC=CC=C1